4-(1-(2-fluoro-4-nitrophenyl)-1H-pyrazol-4-yl)-6-Methyl-2-(pyrrolidin-1-yl)pyrimidine FC1=C(C=CC(=C1)[N+](=O)[O-])N1N=CC(=C1)C1=NC(=NC(=C1)C)N1CCCC1